COC1=CC=C(C=C1)S(=O)(=O)NC=1C(=NC=CC1)C1=CC(=CC=C1)[N+](=O)[O-] 4-methoxy-N-(2-(3-nitrophenyl)pyridin-3-yl)benzenesulfonamide